4-((3-methyl-4-oxo-3,4-dihydroquinazolin-2-yl)methoxyl)benzaldehyde CN1C(=NC2=CC=CC=C2C1=O)COC1=CC=C(C=O)C=C1